FC1=C(C(=CC=C1)F)C1SCC(N1NC(=O)NC1=CC(=C(C(=C1)F)OC1=CC=NC2=CC(=C(C=C12)OC)OCCCN1CCN(CC1)CC)F)=O 1-(2-(2,6-difluorophenyl)-4-oxothiazolidin-3-yl)-3-(4-((7-(3-(4-ethylpiperazin-1-yl)propoxy)-6-methoxyquinolin-4-yl)oxy)-3,5-difluorophenyl)urea